[4-(4-methoxyphenyl)-8-methyl-2-oxochromen-7-yl] (2S)-3-(1H-indol-3-yl)-2-[(2-methylpropan-2-yl)oxycarbonylamino]propanoate N1C=C(C2=CC=CC=C12)C[C@@H](C(=O)OC1=CC=C2C(=CC(OC2=C1C)=O)C1=CC=C(C=C1)OC)NC(=O)OC(C)(C)C